C(C)(C)(C)OC(=O)N[C@H](C(=O)N1[C@@H](CC[C@@H]1C=C)C(=O)OC)CCC=C Methyl (2S,5R)-1-((S)-2-((tert-butoxycarbonyl)amino)hex-5-enoyl)-5-vinylpyrrolidine-2-carboxylate